1-benzyl-1,2,3-triazol-4,5-dicarboxylic acid C(C1=CC=CC=C1)N1N=NC(=C1C(=O)O)C(=O)O